CN1N=C(C(=C1)C1=NN=CN1C)C=1C=C(C=CC1)N1C(C2=CC=CC(=C2C1)C(F)(F)F)=O 2-(3-(1-methyl-4-(4-methyl-4H-1,2,4-triazol-3-yl)-1H-pyrazol-3-yl)phenyl)-4-(trifluoromethyl)isoindolin-1-one